C1(=CC=CC2=CC=CC=C12)C1=C(C=CC=C1)C1=C(C(=C(C(=C1C1=CC=CC2=CC=CC=C12)C1=CC=CC2=CC=CC=C12)C1=CC=CC2=CC=CC=C12)C1=CC=CC2=CC=CC=C12)C1=CC=CC2=CC=CC=C12 hexa-(naphthyl)-biphenyl